benzyl 4-(3-aminocyclobutoxy)piperidine-1-carboxylate NC1CC(C1)OC1CCN(CC1)C(=O)OCC1=CC=CC=C1